C(C)(C)(C)OC(=O)C=1N=CSC1N(CC1=CC=C(C=C1)OC)S(=O)(=O)C1=CC(=C(C=C1)NC(C=O)=O)F 5-[[3-fluoro-4-(oxoacetylamino)phenyl]sulfonyl-[(4-methoxyphenyl)methyl]amino]thiazole-4-carboxylic acid tert-butyl ester